C(C)C1C(C(CCC1)S)S 3-ethylcyclohexane-1,2-dithiol